hexyl 2-(4-diethylamino-2-hydroxybenzoyl)benzoate C(C)N(C1=CC(=C(C(=O)C2=C(C(=O)OCCCCCC)C=CC=C2)C=C1)O)CC